ClC(C=C)C=1C=C(C(O)=CC1)O 4-(1-chloroallyl)catechol